(S)-3-(8-(4-fluorophenyl)-6-azaspiro[3.4]octane-6-carbonyl)-1,2,4-oxadiazol-5(4H)-one FC1=CC=C(C=C1)[C@@H]1CN(CC12CCC2)C(=O)C2=NOC(N2)=O